C1(=C(C=CC=C1)OCCCCCC1=CC=C(C=C1)NC(=O)N1CCN(CC1)C(=O)OC(C)(C)C)C tert-butyl 4-((4-(5-(o-tolyloxy)pentyl)phenyl)carbamoyl)piperazine-1-carboxylate